4-[[4-[[(1S)-2-hydroxy-1-phenyl-ethyl]amino]-5-[5-(trifluoromethyl)-1,3,4-oxadiazol-2-yl]pyrimidin-2-yl]amino]-N,N,2-trimethyl-benzamide OC[C@H](C1=CC=CC=C1)NC1=NC(=NC=C1C=1OC(=NN1)C(F)(F)F)NC1=CC(=C(C(=O)N(C)C)C=C1)C